C(C)OC(C=CC(=O)N1C(CN(CC1)C1=CC=C(C=C1)Br)CO)=O 4-(4-(4-bromophenyl)-2-(hydroxymethyl)piperazin-1-yl)-4-oxobut-2-enoic acid ethyl ester